5-methyloluracil C(O)C=1C(NC(NC1)=O)=O